C1(CC1)C(C(=O)OC)NC(=O)C=1SC(=C(C1C)Cl)Cl methyl cyclopropyl{[(4,5-dichloro-3-methyl-2-thienyl)carbonyl]amino}acetate